(S)-3-(5-(4-((1-(4-(1-fluoro-7-(trifluoromethyl)-3,8,9,10-tetrahydrocyclohepta[e]indazol-6-yl)phenyl)piperidin-4-yl)methyl)piperazin-1-yl)-1-oxoisoindolin-2-yl)piperidine-2,6-dione FC1=NNC=2C=CC3=C(C12)CCCC(=C3C3=CC=C(C=C3)N3CCC(CC3)CN3CCN(CC3)C=3C=C1CN(C(C1=CC3)=O)[C@@H]3C(NC(CC3)=O)=O)C(F)(F)F